2-((5-(4-fluorophenylcarbamoyl)pyridin-2-ylthio)methyl)phenylboronic acid FC1=CC=C(C=C1)NC(=O)C=1C=CC(=NC1)SCC1=C(C=CC=C1)B(O)O